C(C)(C)C1=CC=CC=2N1N=C(N2)C(=O)O 5-isopropyl-[1,2,4]triazolo[1,5-a]pyridine-2-carboxylic acid